C(CCC)C1=CC=C(CC2=NOC(=N2)CC(C(=O)OC(CC(=O)O)C(F)(F)F)=C)C=C1 3-((2-((3-(4-butylbenzyl)-1,2,4-oxadiazol-5-yl)methyl)acryloyl)oxy)-4,4,4-trifluorobutanoic acid